NC1=C(C=C(C=C1)C1=NN(C2=NC=NC(=C21)N)C2COC2)F 3-(4-amino-3-fluorophenyl)-1-(oxetan-3-yl)-1H-pyrazolo[3,4-d]pyrimidin-4-ylamine